FC1(C(C1)C(=O)N1C2=C(OCC1)C(=CC(=C2)C(=O)N[C@H](C)C=2C=NC(=NC2)C(F)(F)F)C=2SC(=CN2)C)F 4-(2,2-difluorocyclopropane-1-carbonyl)-8-(5-methylthiazol-2-yl)-N-((R)-1-(2-(trifluoromethyl)pyrimidin-5-yl)ethyl)-3,4-dihydro-2H-benzo[b][1,4]oxazine-6-carboxamide